3-{[6-(furan-3-yl)pyridazin-3-yl]amino}-N-[(5-methylfuran-2-yl)methyl]benzamide O1C=C(C=C1)C1=CC=C(N=N1)NC=1C=C(C(=O)NCC=2OC(=CC2)C)C=CC1